(3-((8-chloro-[1,2,4]triazolo[4,3-a]quinazolin-5-yl)(methyl)amino)phenyl)isoindoline-1,3-dione ClC1=CC=C2C(=NC=3N(C2=C1)C=NN3)N(C=3C=C(C=CC3)N3C(C1=CC=CC=C1C3=O)=O)C